aminoethyl-hydrazine bromide salt [Br-].NCCNN